FC=1C=C2NC(C=3N(C2=C(C1C=1C=C(C=C2C(=CNC12)C)F)OC)C(=NN3)C)(C)C 7-Fluoro-8-(5-fluoro-3-methyl-1H-indol-7-yl)-9-methoxy-1,4,4-trimethyl-5H-[1,2,4]triazolo[4,3-a]quinoxaline